C(C)C12CC(CN2C(C2=C1SC=C2)=O)(F)F 8a-ethyl-7,7-difluoro-6,7,8,8a-tetrahydro-4H-thieno[2,3-a]pyrrolizin-4-one